O1CCN(CC1)CC=1N=C(SC1)NCC1=CC(=CC=C1)N1CCCC1 (morpholinomethyl)-N-(3-(pyrrolidin-1-yl)benzyl)thiazol-2-amine